hexahydrocyclopenta[d]imidazol-2(1H)-one N1C(NC2C1CCC2)=O